(S)-N-(5-(2-(2-aminopyridin-3-yl)-5-(1H-pyrazol-1-yl)-3H-imidazo[4,5-b]pyridin-3-yl)-2,3-dihydro-1H-inden-1-yl)-5-fluoronicotinamide NC1=NC=CC=C1C1=NC=2C(=NC(=CC2)N2N=CC=C2)N1C=1C=C2CC[C@@H](C2=CC1)NC(C1=CN=CC(=C1)F)=O